5-bromopyridin-3-yl 7-methylimidazo[1,2-a]pyridine-2-carboxylate CC1=CC=2N(C=C1)C=C(N2)C(=O)OC=2C=NC=C(C2)Br